Dibutyldimethylsilane C(CCC)[Si](C)(C)CCCC